FC(C(=O)O)(F)F.NC1CCN(CC1)S(=O)(=O)N1[C@H]2CC(C[C@@H]1CC2)NC(=O)C=2N=NC=C(C2)CC N-[(1R,3R,5S)-8-(4-aminopiperidine-1-sulfonyl)-8-azabicyclo[3.2.1]oct-3-yl]-5-ethylpyridazine-3-carboxamide trifluoroacetate